C(C)(C)(C)C1=NOC(=N1)C=1C(=NC(=NC1)NC=1C=C2CCCS(C2=CC1)(=O)=O)N[C@H](CO)C1=CC=CC=C1 (2S)-2-[[5-(3-tert-butyl-1,2,4-oxadiazol-5-yl)-2-[(1,1-dioxo-3,4-dihydro-2H-thiochromen-6-yl)amino]pyrimidin-4-yl]amino]-2-phenyl-ethanol